OC(=O)C(F)(F)F.NCCCC1=CC(=C(C#N)C=C1)S(=O)(=O)C 4-(3-aminopropyl)-2-(methylsulfonyl)benzonitrile TFA salt